oxo-di-copper O([Cu])[Cu]